C(C)(=O)OCC=1OC=CC1 2-Furanmethanol acetate